L-valine-d6 N([C@@](C(C([2H])[2H])(C)[2H])(C(=O)O)[2H])([2H])[2H]